N1(CCC1)C(=O)N1[C@H]([C@H](CC1)NS(=O)(=O)CF)CC=1C=C(C=CC1)C1=CC(=CC=C1)F N-{(2S,3S)-1-(azetidine-1-carbonyl)-2-[(3'-fluoro[1,1'-biphenyl]-3-yl)methyl]pyrrolidin-3-yl}-1-fluoromethanesulfonamide